Cis-p-menthane-3,8-diol C[C@@H]1CC[C@H]([C@H](C1)O)C(C)(C)O